tert-butyl 3-(2,3-dichlorophenyl)-3-((3,3-dimethyl-2-oxoindolin-6-yl)amino)azetidine-1-carboxylate ClC1=C(C=CC=C1Cl)C1(CN(C1)C(=O)OC(C)(C)C)NC1=CC=C2C(C(NC2=C1)=O)(C)C